((4-(cyclohexyloxy)-2-methylene-4-oxobutanoyl)oxy)-3,3,3-trifluoropropanoic acid C1(CCCCC1)OC(CC(C(=O)OC(C(=O)O)C(F)(F)F)=C)=O